anti-methyl 2-(1-(4-(trifluoromethyl)benzyl)-5-(4-(trifluoromethyl)phenyl)piperidin-3-yl)acetate FC(C1=CC=C(CN2CC(CC(C2)C2=CC=C(C=C2)C(F)(F)F)CC(=O)OC)C=C1)(F)F